3-(4-(5-(2,3-Dihydro-1H-inden-4-yl)-6-methoxy-1H-pyrazolo[4,3-b]pyridin-3-yl)-1H-pyrazol-1-yl)propanenitrile C1CCC2=C(C=CC=C12)C1=C(C=C2C(=N1)C(=NN2)C=2C=NN(C2)CCC#N)OC